ClC=1C=CC2=C(O[C@H](C(N2)=O)C[C@@H](C#N)NC(OC(C)(C)C)=O)C1 tert-butyl ((S)-2-((S)-7-chloro-3-oxo-3,4-dihydro-2H-benzo[b][1,4]oxazin-2-yl)-1-cyanoethyl)carbamate